O[C@@H](CO)[C@H]1OC(C(=C1O)O)=O.[Na] sodium (2R)-2-[(1S)-1,2-dihydroxyethyl]-4-hydroxy-5-oxo-2,5-dihydrofuran-3-ol